4-chloro-2-iodo-1-naphthacenecarbonitrile ClC1=CC(=C(C2=CC3=CC4=CC=CC=C4C=C3C=C12)C#N)I